2-(3-Acrylamido-4-thiomorpholinylphenylamino)-4-(1-methylindol-3-yl)pyrazolo[1,5-a][1,3,5]Triazine C(C=C)(=O)NC=1C=C(C=CC1N1CCSCC1)NC1=NC=2N(C(=N1)C1=CN(C3=CC=CC=C13)C)N=CC2